ClC1=CC=C(C=C1)C=1C(=NC(=NC1)OC)OC 5-(4-chlorophenyl)-2,4-dimethoxypyrimidine